ClC1=NC=C(C=C1)CN1CC([N+]2=C1C(=CC=C2)[N+](=O)[O-])C 1-((2-chloropyridin-5-yl)methyl)-3-methyl-8-nitro-2,3-dihydro-1H-imidazo[1,2-a]pyridin-4-ium